C(=C)C1=C(C=CC=C1)C(C)C1=C(C=CC=C1)C=C bis(vinylphenyl)ethane